(E)-4-hydroxy-1-[3-[4-(3-hydroxyazetidin-1-yl)-1-[4-(trifluoromethoxy)phenyl]pyrazolo[3,4-b]pyridin-3-yl]azetidin-1-yl]but-2-en-1-one OC/C=C/C(=O)N1CC(C1)C1=NN(C2=NC=CC(=C21)N2CC(C2)O)C2=CC=C(C=C2)OC(F)(F)F